1-isopropyl-1H-indazole-3-carboxylic acid C(C)(C)N1N=C(C2=CC=CC=C12)C(=O)O